N1(CCCCCC1)C=1N=C(C2=C(C=NNC2=O)N1)NC=1C=NC(=CC1)N1CCN(CC1)C 2-(azepan-1-yl)-4-((6-(4-methylpiperazin-1-yl)pyridin-3-yl)amino)pyrimido[4,5-d]pyridazin-5(6H)-one